(azetidinyl)(oxetanyl)(pyrrolidinyl)(tetrahydrofuranyl)(piperidinyl)morpholine N1(CCC1)C1(C(N(CCO1)N1CCCCC1)(C1OCCC1)N1CCCC1)C1OCC1